COC=1C=C2C=CC(=CC2=CC1)[C@@H](C=O)C (S)-2-(6-methoxy-2-naphthyl)propionaldehyde